N-{[3-(4-{[(3S,4R)-3-fluoro-1-methylpiperidin-4-yl]amino}-1-(2,2,2-trifluoroethyl)-1H-indol-2-yl)-1,2,4-oxadiazol-5-yl]methyl}pyridine-2-carboxamide F[C@H]1CN(CC[C@H]1NC1=C2C=C(N(C2=CC=C1)CC(F)(F)F)C1=NOC(=N1)CNC(=O)C1=NC=CC=C1)C